tert-butyl N-[2-(4,4-dimethylcyclohexen-1-yl)-6-[1-methyl-2,2,6,6-tetrakis(trideuteriomethyl)-4-piperidyl]-3-pyridyl]carbamate CC1(CC=C(CC1)C1=NC(=CC=C1NC(OC(C)(C)C)=O)C1CC(N(C(C1)(C([2H])([2H])[2H])C([2H])([2H])[2H])C)(C([2H])([2H])[2H])C([2H])([2H])[2H])C